C[C@@H](C(=O)OC(C)C=1C(=NC(=CC1)N1C=NC2=C1C=CC(=C2)NC=2N=NC(=CC2)C)C2=NN(C=C2C)C(F)F)C(CC(C)NC(=O)OCC2=CC=CC=C2)=O 1-[2-[1-(difluoromethyl)-4-methyl-pyrazol-3-yl]-6-[5-[(6-methylpyridazin-3-yl)amino]benzimidazol-1-yl]-3-pyridyl]ethanol methyl-(R)-5-(((benzyloxy)carbonyl)amino)-3-oxohexanoate